CN(CCNC(=O)C=1C(=CC2=C(OC[C@@H](N2C(=O)OCC2=CC=CC=C2)C)N1)CC1=CC=C(C=C1)F)C benzyl (S)-6-((2-(dimethylamino)ethyl)carbamoyl)-7-(4-fluorobenzyl)-2-methyl-2,3-dihydro-1H-pyrido[2,3-b][1,4]oxazine-1-carboxylate